2-amino-2-norcamphene NC=1C2CCC(C1)C2